6-Amino-N-((S)-1,4-bis(((2S,3S,4S,5S,6R)-3,4,5-trihydroxy-6-(hydroxymethyl)tetrahydro-2H-pyran-2-yl)oxy)butan-2-yl)hexanamide NCCCCCC(=O)N[C@H](CO[C@H]1O[C@@H]([C@H]([C@@H]([C@@H]1O)O)O)CO)CCO[C@H]1O[C@@H]([C@H]([C@@H]([C@@H]1O)O)O)CO